FC1=C(C=C(CC2=NNC(C3=CC=CC=C23)=O)C=C1)C(=O)N1CC(C1)NC(C)CCC 4-(4-fluoro-3-(3-(pentan-2-ylamino)azetidine-1-carbonyl)benzyl)phthalazin-1(2H)-one